COC1=CC=C(C(=O)OCCCC=NCCCCCCCCC)C=C1 4-nonyliminobutyl 4-methoxybenzoate